FC(C(C(F)F)(O)C1=CC=C(C=C1)CC(=O)N)(F)F (4-(1,1,1,3,3-pentafluoro-2-hydroxypropan-2-yl)phenyl)acetamide